CC1=C(N=C2N1C=C(C=C2)OC2=NC=C(N=C2OCC(F)(F)F)C)C(=O)NC2(CS(C2)(=O)=O)C 3-methyl-N-(3-methyl-1,1-dioxo-thietan-3-yl)-6-[5-methyl-3-(2,2,2-trifluoroethoxy)pyrazin-2-yl]oxy-imidazo[1,2-a]pyridine-2-carboxamide